FC(S(=O)(=O)O[C@@H](C(F)(F)F)C1=NC=CC=C1)(F)F (R)-2,2,2-trifluoro-1-(pyridin-2-yl)ethyl trifluoromethanesulfonate